2-(4-(4,6-difluoro-1H-indole-2-carbonyl)piperazin-1-yl)-N-(4-hydroxy-2,2-dimethylbutyl)-2-oxoacetamide FC1=C2C=C(NC2=CC(=C1)F)C(=O)N1CCN(CC1)C(C(=O)NCC(CCO)(C)C)=O